[2-(2,6-dioxopiperidin-3-yl)-4-methoxy-3-oxo-2,3-dihydro-1H-isoindol-5-yl]methyl N-[4-(1-benzothiophen-6-yloxy)phenyl]carbamate S1C=CC2=C1C=C(C=C2)OC2=CC=C(C=C2)NC(OCC=2C(=C1C(N(CC1=CC2)C2C(NC(CC2)=O)=O)=O)OC)=O